N1CC(OCC1)C1=CC=C(C=C1)NC(=O)N 4-(morpholin-2-yl)phenylurea